NC1=C2C(=NC=N1)N(N=C2C=2NC1=CC(=CC=C1C2Cl)C(CC)=O)C(C)(C)C (2-{4-amino-1-tert-butyl-1H-pyrazolo[3,4-d]pyrimidin-3-yl}-3-chloro-1H-indol-6-yl)propan-1-one